C(C=C)OCC(CO[Si](OC)(OC)CCCOCC1CO1)(CC)COCC=C [2,2-bis(allyloxymethyl)butoxy](3-glycidoxypropyl)dimethoxysilane